2,N2,N4,N4-tetraethyl-1,3,5-triazine-2,4,6-triamine C(C)C1(NC(=NC(=N1)N(CC)CC)N)NCC